COC=1[Se]C=C(C1C(F)(F)F)OC 2,4-dimethoxy-trifluoromethylselenophene